C(C=C)(=O)N1C[C@H](O[C@H](C1)C(F)(F)F)C1=CC(=NC(=C1)Cl)C1=CC(=NC(=C1)F)C(=O)NC |r| racemic-cis-4-(4-acryloyl-6-(trifluoromethyl)morpholin-2-yl)-6-chloro-6'-fluoro-N-methyl-[2,4'-bipyridine]-2'-carboxamide